7-chloro-1-methyl-4-(1-(5-nitropyrimidin-2-yl)piperidin-4-yl)-1,4-dihydropyrido[2,3-b]pyrazine-2,3-dione ClC1=CC2=C(N(C(C(N2C)=O)=O)C2CCN(CC2)C2=NC=C(C=N2)[N+](=O)[O-])N=C1